C(C)OC(=O)C1=C(N(C2=CC=C(C=C12)OC(=O)C)C)C 5-acetoxyl-1,2-dimethyl-1H-indole-3-carboxylic acid ethyl ester